CC(CCCCCCCCCC)=O (E)-2-dodecanal